[N+](=O)([O-])C=1C=C(C=CC1)C1(SCCS1)CC(=O)NN (2-(3-nitrophenyl)-1,3-dithiolan-2-yl)acethydrazide